trans-N-(4-((5-fluoro-4-(2-(2-oxopiperidin-1-yl)pyridin-4-yl)pyrimidin-2-yl)amino)cyclohexyl)acetamide FC=1C(=NC(=NC1)N[C@@H]1CC[C@H](CC1)NC(C)=O)C1=CC(=NC=C1)N1C(CCCC1)=O